FC1=CC=C(OC[C@@H]2N(C3CC(C2)C3)C(=O)C3=NC(=CC=C3C3=NC=CC=N3)C)C=C1 (3R)-3-(4-Fluorophenoxymethyl)-2-{[6-methyl-3-(pyrimidin-2-yl)pyridin-2-yl]carbonyl}-2-azabicyclo[3.1.1]heptan